O1[N+](=CC=N1)[O-] furazane oxide